2-(3-(5-amino-6-((5-methoxypyrazin-2-yl)ethynyl)pyrazin-2-yl)-4-methylphenyl)-3,3,3-trifluoro-2-hydroxypropanamide NC=1N=CC(=NC1C#CC1=NC=C(N=C1)OC)C=1C=C(C=CC1C)C(C(=O)N)(C(F)(F)F)O